ClC1=CC2=C(N(C(N2)=O)CC2=CC(=CC=C2)OC)C=C1 5-chloro-1-(3-methoxybenzyl)-1H-benzo[d]Imidazol-2(3H)-one